10-methoxy-7,7-dimethyl-N,N-diphenyl-7H-benzo[de]anthracene-3-amine COC1=CC=2C3=C4C(C=CC=C4C(C2C=C1)(C)C)=C(C=C3)N(C3=CC=CC=C3)C3=CC=CC=C3